4-(6-amino-7-(4-((5-fluoro-2-methoxybenzamido)methyl)phenyl)-8-oxo-7,8-dihydro-9H-purin-9-yl)bicyclo[2.2.2]octane-1-carboxylic acid NC1=C2N(C(N(C2=NC=N1)C12CCC(CC1)(CC2)C(=O)O)=O)C2=CC=C(C=C2)CNC(C2=C(C=CC(=C2)F)OC)=O